O1[C@H](COC2=C1C=CC=C2)C(=O)N2CCN(CC2)C2=NC1=CC(=C(C=C1C(=N2)N)OC)OC |r| (RS)-2-{4-[(2,3-dihydro-1,4-benzodioxin-2-yl)carbonyl]piperazin-1-yl}-6,7-dimethoxyquinazolin-4-amine